C(=O)C1=C(C=CC=C1)SC1=C(C=CC=C1C)CNS(=O)C(C)(C)C N-[[2-(2-formylphenyl)sulfanyl-3-methyl-phenyl]methyl]-2-methyl-propane-2-sulfinamide